1,1'-(3,3'-dimethoxy[1,1'-biphenyl]-4,4'-diyl)bis{4-amino-3-[(E)-diazenyl]naphthalene-1-sulfonic acid} COC=1C=C(C=CC1C1(CC(=C(C2=CC=CC=C12)N)\N=N\[H])S(=O)(=O)O)C1=CC(=C(C=C1)C1(CC(=C(C2=CC=CC=C12)N)\N=N\[H])S(=O)(=O)O)OC